(4R,6R)-5,5-dimethyl-1-phenyl-4,5,6,7-tetrahydro-1H-4,6-methanoindazole CC1([C@@H]2C=3C=NN(C3C[C@H]1C2)C2=CC=CC=C2)C